3-(2-bromopyridin-3-yl)propan-1-ol BrC1=NC=CC=C1CCCO